FC1=CC=C(C=C1)C1=CC(=C(C=C1)CNC(C=C)=O)C1=NN(C=C1)C N-((4'-fluoro-3-(1-methyl-1H-pyrazol-3-yl)-[1,1'-biphenyl]-4-yl)methyl)acrylamide